γ-isocyanatopropylethyldiethoxysilane N(=C=O)CCC[Si](OCC)(OCC)CC